2-[4-(tert-butoxy)phenyl]-1,3-dioxane-5-carbaldehyde C(C)(C)(C)OC1=CC=C(C=C1)C1OCC(CO1)C=O